COC1=CC=CC=2N(C(NC21)=O)C2CCNCC2 4-methoxy-1-(piperidin-4-yl)-1H-benzo[d]imidazol-2(3H)-one